N-Boc-O-tert-butyl-L-seryl-O-tert-butyl-L-serine methyl ester COC([C@@H](NC([C@@H](NC(=O)OC(C)(C)C)COC(C)(C)C)=O)COC(C)(C)C)=O